CN1N=C(N=C1C)C1=C2C=C(NC2=C(C=C1C)F)S(=O)(=O)N1CCCC1 4-(1,5-dimethyl-1H-1,2,4-triazol-3-yl)-7-fluoro-5-methyl-2-(pyrrolidin-1-ylsulfonyl)-1H-indole